(trans)-4-{[2-(2,6-dioxopiperidin-3-yl)-1,3-dioxo-2,3-dihydro-1H-isoindol-4-yl]amino}cyclohexane-1-carboxylic acid O=C1NC(CCC1N1C(C2=CC=CC(=C2C1=O)N[C@@H]1CC[C@H](CC1)C(=O)O)=O)=O